(R)-1-(7-(8-ethynyl-3-hydroxynaphthalen-1-yl)-8-fluoro-2-(((2R,7aS)-2-fluorotetrahydro-1H-pyrrolizin-7a(5H)-yl)methoxy)quinazolin-4-yl)-3-methylpiperidin-3-ol C(#C)C=1C=CC=C2C=C(C=C(C12)C1=CC=C2C(=NC(=NC2=C1F)OC[C@]12CCCN2C[C@@H](C1)F)N1C[C@@](CCC1)(O)C)O